(S)-10-((5-chloro-2-((S)-3-(difluoromethyl)piperidin-1-yl)pyrimidin-4-yl)amino)-2-cyclopropyl-3,3-difluoro-7-methyl-1,2,3,4-tetrahydro-[1,4]oxazepino[2,3-c]quinolin-6(7H)-one ClC=1C(=NC(=NC1)N1C[C@H](CCC1)C(F)F)NC1=CC=2C3=C(C(N(C2C=C1)C)=O)OCC([C@@H](N3)C3CC3)(F)F